((3,5-difluorophenyl)ethynyl)-3-(2-(pyridin-2-yl)vinyl)-1H-indazole FC=1C=C(C=C(C1)F)C#CN1N=C(C2=CC=CC=C12)C=CC1=NC=CC=C1